N1=CC(=CC=C1)C1=NC(=CC(=N1)NC1=NC=CC(=C1)OC(F)(F)F)N1CCC2(CNC2)CC1 2-(pyridin-3-yl)-6-(2,7-diazaspiro[3.5]nonan-7-yl)-N-(4-(trifluoromethoxy)pyridin-2-yl)pyrimidin-4-amine